(S)-4-((1-(2-chlorophenyl)-2-oxocyclohexyl)(methyl)amino)-4-oxobutanoic acid ethyl ester C(C)OC(CCC(=O)N(C)[C@]1(C(CCCC1)=O)C1=C(C=CC=C1)Cl)=O